OC(CC(=O)NCC(=O)NCC(=O)O)C 3-hydroxybutyryl-glycyl-glycine